methyl 2-[1-[6-methyl-2-(1,5-naphthyridin-2-yl)-4-oxo-chromen-8-yl]ethylamino]benzoate CC=1C=C2C(C=C(OC2=C(C1)C(C)NC1=C(C(=O)OC)C=CC=C1)C1=NC2=CC=CN=C2C=C1)=O